[C].C(CO)(=O)O glycolic acid carbon